(M)-6-fluoro-7-(2-hydroxy-6-methylphenyl)-1-(4-methyl-2-(2-propanyl)-3-pyridinyl)-4-((2S)-2-methyl-4-(2-propenoyl)-1-piperazinyl)pyrido[2,3-d]pyrimidin-2(1H)-one FC1=CC2=C(N(C(N=C2N2[C@H](CN(CC2)C(C=C)=O)C)=O)C=2C(=NC=CC2C)C(C)C)N=C1C1=C(C=CC=C1C)O